N-(4-(((R)-1-Hydroxy-4-methylpentan-2-yl)amino)-6-(2-(4-(morpholine-4-carbonyl)phenyl)propyl)-1,3,5-triazin-2-yl)methanesulfonamide OC[C@@H](CC(C)C)NC1=NC(=NC(=N1)CC(C)C1=CC=C(C=C1)C(=O)N1CCOCC1)NS(=O)(=O)C